2-amino-3-(4-(benzyloxy)phenyl)propanoic acid NC(C(=O)O)CC1=CC=C(C=C1)OCC1=CC=CC=C1